C1(CCCC1)N1C(C=C(C2=C1N=C(N=C2)NC2=C(C=CC=C2)N2CC(CCC2)CS(=O)(=O)C)C#C)=O 8-Cyclopentyl-5-ethynyl-2-({2-[3-(methanesulfonylmethyl)piperidin-1-yl]phenyl}amino)pyrido[2,3-d]pyrimidin-7-one